2-(4-chloro-3-fluoro-phenoxy)-N-[1-[[[2-(difluoromethyl)cyclopropanecarbonyl]amino]carbamoyl]-3-bicyclo[1.1.1]pentanyl]acetamide ClC1=C(C=C(OCC(=O)NC23CC(C2)(C3)C(NNC(=O)C3C(C3)C(F)F)=O)C=C1)F